N[C@@H]1CN(CC[C@@H]1F)C1=NC2=C(N1CC1=NC=C(C#N)C=C1)C=C(C=C2F)F 6-((2-((3R,4S)-3-amino-4-fluoropiperidin-1-yl)-4,6-difluoro-1H-benzo[d]imidazol-1-yl)methyl)nicotinonitrile